methyl-5-nitro-1H-pyrazole-3-carboxylic acid methyl ester COC(=O)C1=NN(C(=C1)[N+](=O)[O-])C